2-(2-imino-5-methoxy-6-(methoxycarbonyl)benzo[d]thiazol-3(2H)-yl)acetic acid N=C1SC2=C(N1CC(=O)O)C=C(C(=C2)C(=O)OC)OC